CC1=C(CC2=CC=CC3=C2NC(=NS3(=O)=O)NCC3=C(C=CC=C3)F)C(=CC=C1)C 5-(2,6-dimethylbenzyl)-3-((2-fluorobenzyl)amino)-4H-benzo[e][1,2,4]thiadiazine 1,1-dioxide